(1S,3S)-3-(2-Amino-5-methyl-7-(1H-pyrazol-3-yl)quinolin-4-ylamino)cyclopentanol NC1=NC2=CC(=CC(=C2C(=C1)N[C@@H]1C[C@H](CC1)O)C)C1=NNC=C1